sodium lanthanum zirconium tantalum oxygen [O].[Ta].[Zr].[La].[Na]